1,3-bis(hexafluoroisopropoxy)-2-propanol dichlorophosphite P(Cl)(Cl)OC(COC(C(F)(F)F)C(F)(F)F)COC(C(F)(F)F)C(F)(F)F